3-(2-isopropyl-tetrahydro-pyran-4-yl)-3-oxo-propionic acid methyl ester COC(CC(=O)C1CC(OCC1)C(C)C)=O